4,4'-ethylenebis(2,6-morpholinedione) C(CN1CC(OC(C1)=O)=O)N1CC(OC(C1)=O)=O